O=C1CC2(C1)CCN(CC2)C2=CC=C(C(=O)[O-])C=C2 4-(2-oxo-7-azaspiro[3.5]nonan-7-yl)benzoate